5-(3-isopropyl-5-(1-(tetrahydrofuran-3-yl)piperidin-4-yl)-1H-indol-2-yl)-1-methylpyridin-2(1H)-one C(C)(C)C1=C(NC2=CC=C(C=C12)C1CCN(CC1)C1COCC1)C=1C=CC(N(C1)C)=O